ClC1=CC=C(C=C1)C1=NN(C(C2=CC=CC=C12)=O)NC(CC1=CC=CC2=CC=CC=C12)=O N-[4-(4-chlorophenyl)-1-oxophthalazin-2(1H)-yl]-2-(1-naphthyl)acetamide